C(C)N1N=NC=C1C(C)OC1=CC(=CC=2N1C(=CN2)C#N)C=2N=NN(C2C)C2CCNCC2 5-[1-(3-Ethyltriazol-4-yl)ethoxy]-7-[5-methyl-1-(4-piperidyl)triazol-4-yl]imidazo[1,2-a]pyridine-3-carbonitrile